tert-butyl (R)-4-(6-cyano-5-nitropyridin-2-yl)-3-(hydroxymethyl)piperazine-1-carboxylate C(#N)C1=C(C=CC(=N1)N1[C@H](CN(CC1)C(=O)OC(C)(C)C)CO)[N+](=O)[O-]